N(N)C1=CC=C(C=2C1=NON2)[N+](=O)[O-] 7-hydrazino-4-nitrobenzo-2,1,3-oxadiazole